5-(4-tert-butylphenyl)-N-(3-chlorophenyl)-5-hydroxy-octahydrocyclopenta[c]pyrrole-2-carboxamide C(C)(C)(C)C1=CC=C(C=C1)C1(CC2C(CN(C2)C(=O)NC2=CC(=CC=C2)Cl)C1)O